N-[5-[2-[4-[4-(2,6-dioxo-3-piperidyl)phenyl]-1-piperidyl]ethoxy]pentyl]-5-[rac-(2R)-2-(2,5-difluorophenyl)pyrrolidin-1-yl]pyrazolo[1,5-a]pyrimidine-3-carboxamide O=C1NC(CCC1C1=CC=C(C=C1)C1CCN(CC1)CCOCCCCCNC(=O)C=1C=NN2C1N=C(C=C2)N2[C@H](CCC2)C2=C(C=CC(=C2)F)F)=O |r|